4-((5-((3S,4S)-4-amino-3-methyl-2-oxa-8-azaspiro[4.5]dec-8-yl)-6-(hydroxymethyl)pyrazin-2-yl)thio)-8-methyl-6a,7,8,9-tetrahydro-6H-pyrido[3,2-b]pyrrolo[1,2-d][1,4]oxazin-8-ol N[C@@H]1[C@@H](OCC12CCN(CC2)C=2N=CC(=NC2CO)SC2=CC=NC1=C2OCC2N1CC(C2)(O)C)C